C1=CC=CC=2C3=CC=CC=C3C(C12)COC(=O)N[C@H](C(=O)OCC1=CC=CC=C1)[C@H](C)I Benzyl (2R,3S)-2-((((9H-fluoren-9-yl) methoxy)carbonyl)amino)-3-iodobutanoate